O[C@H](C(=O)OCC[C@@H](C)OC(C(C)O)=O)C (R)-butane-1,3-diyl (2S,2'S)-bis(2-hydroxypropionate)